BrC1=CN=C(C(=N1)C(C(C(CC)=O)N1CCN([C@H]2CC[C@H]12)C(=O)OC(C)(C)C)=O)NCC1=CC=C(C=C1)OC Tert-butyl (1S,6S)-5-(1-(6-bromo-3-((4-methoxybenzyl)amino)pyrazin-2-yl)-1,3-dioxopentan-2-yl)-2,5-diazabicyclo[4.2.0]octane-2-carboxylate